C(\C=C\C(=O)OCCOC(=O)C1=CC=CC=C1)(=O)OC methyl phenylcarbonyloxyethyl (2E)-but-2-ene-1,4-dioate